BrC1=C(C=C(C=C1)N1C=NN(C1=O)C\C(\CNC(OC(C)(C)C)=O)=C/F)OC tert-butyl (Z)-(2-((4-(4-bromo-3-methoxyphenyl)-5-oxo-4,5-dihydro-1H-1,2,4-triazol-1-yl)methyl)-3-fluoroallyl)carbamate